ClC1=CC(=C(C=C1Cl)[C@H](N[S@@](=O)C(C)(C)C)C1CCN(CC1)C(C(=C)C)=O)OCC=C (S)-N-[(R)-[4,5-dichloro-2-(prop-2-en-1-yloxy)phenyl][1-(2-methylprop-2-enoyl)piperidin-4-yl]methyl]-2-methylpropane-2-sulfinamide